FC(C(=O)N1[C@H]2CC(C[C@@H]1CC2)C(=O)N)(C2=C(C=CC(=C2)C(NC2=CC(=C(C=C2)F)C)=O)F)F (1R,3s,5S)-8-(2,2-difluoro-2-(2-fluoro-5-((4-fluoro-3-methylphenyl)carbamoyl)phenyl)acetyl)-8-azabicyclo[3.2.1]octane-3-carboxamide